ClC1=CC2=C(NC(O[C@@]2(C(F)(F)F)C#CC2CC2)=O)C=C1CN1C=NC(=CC1=O)COC (S)-6-chloro-4-(cyclopropylethynyl)-7-((4-(methoxymethyl)-6-oxopyrimidin-1(6H)-yl)methyl)-4-(trifluoromethyl)-1,4-dihydro-2H-benzo[d][1,3]oxazin-2-one